Cl.N1CC(CCCC1)=O azepan-3-one hydrochloride